ClC=1C=C2C=C(N(C2=CC1)C)C(=O)N1CCC(CC1)C1=NC=CC=C1 (5-chloro-1-methyl-1H-indol-2-yl)(4-pyridinylpiperidin-1-yl)methanone